1-boc-4-(4-methoxycarbonylphenyl)piperazine C(=O)(OC(C)(C)C)N1CCN(CC1)C1=CC=C(C=C1)C(=O)OC